ClC1=NC=C2NC(N(C2=N1)CC1=CC=C(C=C1)N1N=C(C=C1C)C(C)(C)O)=O 2-chloro-9-([4-[3-(2-hydroxy-propan-2-yl)-5-methylpyrazol-1-yl]phenyl]methyl)-7H-purin-8-one